N[C@H](C(=O)NC=1SC(=C(N1)C)C(=O)OCCC)CNC1=NC=CC2=CC=C(C=C12)C1=NOC(=N1)C propyl (S)-2-(2-amino-3-((7-(5-methyl-1,2,4-oxadiazol-3-yl) isoquinolin-1-yl) amino) propionylamino)-4-methylthiazole-5-carboxylate